ClC=1C=CC=C2C=CC=C(C12)N1CC=2N=C(N=C(C2CC1)N(C1CN(CC1)C(/C=C/C(=O)OC)=O)C)OC[C@H]1N(CCC1)C methyl (E)-4-(3-((7-(8-chloronaphthalen-1-yl)-2-(((S)-1-methylpyrrolidin-2-yl)methoxy)-5,6,7,8-tetrahydropyrido[3,4-d]pyrimidin-4-yl)(methyl)amino)pyrrolidin-1-yl)-4-oxobut-2-enoate